(S)-2-(3-(4-Bromo-2,6-difluorophenyl)-3-oxopropyl)morpholine-4-carboxylic acid tert-butyl ester C(C)(C)(C)OC(=O)N1C[C@@H](OCC1)CCC(=O)C1=C(C=C(C=C1F)Br)F